gadolinium oxyhydride O.[Gd]